(S)-N-((5-((2-oxo-1,2-dihydropyridin-4-yl)methoxy)-1-(4-(trifluoromethyl)phenyl)-1,2,3,4-tetrahydroquinolin-3-yl)methyl)acrylamide O=C1NC=CC(=C1)COC1=C2C[C@H](CN(C2=CC=C1)C1=CC=C(C=C1)C(F)(F)F)CNC(C=C)=O